4-(dimethylamino)-2-(naphthalen-1-yl)-1-phenylbutan-2-ol CN(CCC(CC1=CC=CC=C1)(O)C1=CC=CC2=CC=CC=C12)C